F[P-](F)(F)(F)(F)F.NC(CN1CN(C=C1)C=C)CN 1-(2,3-diaminopropyl)-3-vinylimidazole hexafluorophosphate